2-n-butoxypropyl acrylate C(C=C)(=O)OCC(C)OCCCC